ClC=1C(=C2C=NNC2=CC1F)OC1=NC=CC2=C1N=C(N=C2N2CCN(CC2)C(C=C)=O)OC[C@]2(CN(CC2)C)F 1-[4-(8-[(5-chloro-6-fluoro-1H-indazol-4-yl)oxy]-2-{[(3S)-3-fluoro-1-methylpyrrolidin-3-yl]methoxy}pyrido[3,4-d]pyrimidin-4-yl)piperazin-1-yl]prop-2-en-1-one